C(CC(O)(C(=O)O)CC(=O)O)(=O)O.C(C)(C)(C)C1=CN=C(N1)[C@@]1(CN(CC1)C(C)(C)C=1C=CC(=NC1)C)CCC=1SC(=CC1)F |o1:22| (S or R)-5-(2-(3-(5-(tert-butyl)-1H-imidazol-2-yl)-3-(2-(5-fluorothiophen-2-yl)ethyl)pyrrolidin-1-yl)propan-2-yl)-2-methylpyridine citrate